tert-butyl-(2S,4S)-4-phenyl-2-(5-(3-phenylpropyl)-4H-1,2,4-triazol-3-yl)pyrrolidine C(C)(C)(C)N1[C@@H](C[C@H](C1)C1=CC=CC=C1)C1=NN=C(N1)CCCC1=CC=CC=C1